OC1CCC(CC1)C(=O)NOCCCCC1=CC=CC=C1 (1r,4r)-4-hydroxy-N-(4-phenylbutoxy)cyclohexane-1-carboxamide